tert-butyl 4-[(1-benzyloxycarbonyl-4-piperidyl)methyl]-3,3-dimethyl-piperazine-1-carboxylate C(C1=CC=CC=C1)OC(=O)N1CCC(CC1)CN1C(CN(CC1)C(=O)OC(C)(C)C)(C)C